((3'-(5-formyl-6-methoxypyridin-2-yl)-2,2'-dimethyl-[1,1'-biphenyl]-3-yl)oxy)-2-methoxynicotinaldehyde C(=O)C=1C=CC(=NC1OC)C=1C(=C(C=CC1)C1=C(C(=CC=C1)OC1=NC(=C(C=O)C=C1)OC)C)C